C1(=CC=CC=C1)N(C(C(F)(F)F)=O)C(C)=O N-phenyl-N-acetyl-trifluoroacetamide